N1C(=CC2=CC=CC=C12)C(=O)O indol-2-oic acid